BrC=1C=CC(=C(/C=C/C(=O)O)C1)OC trans-5-bromo-2-methoxycinnamic acid